ClC1=NC2=CC(=CC=C2C(=N1)N(C1=CC=CC=C1)C)C(F)(F)F 2-chloro-N-methyl-N-Phenyl-7-(trifluoromethyl)quinazolin-4-amine